CC1=NC(=NC=C1CN1CC2(C1)CNC2)C(F)(F)F 2-[[4-methyl-2-(trifluoromethyl)pyrimidin-5-yl]methyl]-2,6-diazaspiro[3.3]heptane